C(C)NC1=C(C=CC=C1)NCCNCC1=CC(=CC=C1)C N-(2-ethylaminophenyl)-N'-(3-methylbenzyl)-1,2-ethylenediamine